2-((1r,4r)-4-((4-(4-(2,4-dioxotetrahydropyrimidin-1(2H)-yl)isoquinolin-8-yl)piperazin-1-yl)methyl)cyclohexyl)-N-(imidazo[1,2-b]pyridazin-3-yl)-6-methoxy-2H-indazole-5-carboxamide O=C1N(CCC(N1)=O)C1=CN=CC2=C(C=CC=C12)N1CCN(CC1)CC1CCC(CC1)N1N=C2C=C(C(=CC2=C1)C(=O)NC1=CN=C2N1N=CC=C2)OC